C(C1=CC=CC=C1)C=1N=C(C2=CC=CC=C2C1)CC1=CC=CC=C1 Bis-benzyl-isoquinoline